N-ethyl-6-methyl-5-(piperazin-1-yl)pyridine-2-carboxamide C(C)NC(=O)C1=NC(=C(C=C1)N1CCNCC1)C